BrCC1=C(C(=O)OC)C=CC=C1O[Si](C)(C)C(C)(C)C methyl 2-(bromomethyl)-3-(tert-butyldimethylsilyloxy)benzoate